C(C)OC=1C(=C(C=CC1C(C)(C)O)[C@@H](C)NS(=O)C(C)(C)C)C N-{(1R)-1-[3-ethoxy-4-(2-hydroxypropan-2-yl)-2-methylphenyl]ethyl}-2-methylpropane-2-sulfinamide